NC1=C2C(N(C(=NC2=CC=C1)C)C1(C(NC(CC1)=O)=O)[2H])=O (+)-3-(5-Amino-2-methyl-4-oxoquinazolin-3(4H)-yl)-(3-2H)piperidine-2,6-dione